ethyl-triphenyl-phosphonium Bromide [Br-].C(C)[P+](C1=CC=CC=C1)(C1=CC=CC=C1)C1=CC=CC=C1